C[C@@H](CC)N1C(=CC=C1CCCC1=CC=CC=C1)C(=O)NC=1C=CC(=C(C1)C1CC1)C(F)(F)F rel-(1R,2R)-2-{5-[({1-[(2S)-2-butanyl]-5-(3-phenylpropyl)-1H-pyrrole-2-yl}Carbonyl)Amino]-2-(Trifluoromethyl)Phenyl}Cyclopropane